N-(3-Fluoro-3-methyl-cyclobutyl)-4-[[2-(1H-indazol-6-yl)acetyl]amino]pyridine-2-carboxamide FC1(CC(C1)NC(=O)C1=NC=CC(=C1)NC(CC1=CC=C2C=NNC2=C1)=O)C